CC1=CC=CC=2OPOC3=C(CC21)C=CC=C3 methyldibenzo[d,g]-1,3,2-dioxaphosphocine